C(C)OC(CCNC([O-])=O)(OCC)OCC triethoxypropylcarbamate